5-[4-amino-2-(4-fluoroanilino)thiazole-5-carbonyl]-N-(cis-3-fluorocyclobutyl)isoxazole-3-carboxamide NC=1N=C(SC1C(=O)C1=CC(=NO1)C(=O)N[C@@H]1C[C@@H](C1)F)NC1=CC=C(C=C1)F